ClC1=CC=C(C=C1)S(=O)(=O)N(C1=CC=C2CCCN(C2=C1)S(=O)(=O)C)S(=O)(=O)C1=CC=C(C=C1)F 4-chloro-N-((4-fluorophenyl)sulfonyl)-N-(1-(methylsulfonyl)-1,2,3,4-tetrahydroquinolin-7-yl)benzenesulfonamide